N-[2-{[(1R)-2,2-difluorocyclopropyl]methoxy}-5-(propan-2-yl)benzene-1-sulfonyl]-6-(dimethylamino)-1-benzofuran-2-carboxamide FC1([C@H](C1)COC1=C(C=C(C=C1)C(C)C)S(=O)(=O)NC(=O)C=1OC2=C(C1)C=CC(=C2)N(C)C)F